ClC1=CC=C(C=C1)[C@@H]1N(C[C@H](N(C1)S(=O)(=O)C1=CC=C(C=C1)[N+](=O)[O-])C)CC1=C(C=C(C=C1)OC)OC (2S,5R)-2-(4-chlorophenyl)-1-[(2,4-dimethoxyphenyl)methyl]-5-methyl-4-(4-nitrophenyl)sulfonylpiperazine